6-(difluoromethyl)-5-((2-fluoro-6-(pyrrolidin-1-ylmethyl)benzyl)amino)-N-(thiazol-4-yl)pyridine-2-sulfonamide formate salt C(=O)O.FC(C1=C(C=CC(=N1)S(=O)(=O)NC=1N=CSC1)NCC1=C(C=CC=C1CN1CCCC1)F)F